(S)-5-(4-aminophenyl)-4-methylpiperazin-2-one 2HCl salt Cl.Cl.NC1=CC=C(C=C1)[C@@H]1N(CC(NC1)=O)C